N1(CCC1)C[C@H](C(=O)NC(C)(C)C1=C(C=CC=C1)F)CC (R)-2-(azetidin-1-ylmethyl)-N-(2-(2-fluorophenyl)propan-2-yl)butanamide